COCC1NC(C2=CC=C(C=C12)C)=O 3-(methoxymethyl)-5-methylisoindolin-1-one